methyl (3S,4R)-1-((4-amino-7-fluoro-1,3-dihydrofuro[3,4-c]quinolin-8-yl)carbonyl)-4-(4-(trifluoromethyl) phenyl)-3-pyrrolidine-carboxylate NC1=NC=2C=C(C(=CC2C2=C1COC2)C(=O)N2C[C@H]([C@@H](C2)C2=CC=C(C=C2)C(F)(F)F)C(=O)OC)F